ClC=1C=C(C=O)C=CC1OCC=1C(=C(C=CC1)C1=C(C(=CC=C1)C1=NOC(=N1)CN1C[C@@H](CC1)O)C)C (R)-3-chloro-4-((3'-(5-((3-hydroxypyrrolidin-1-yl)methyl)-1,2,4-oxadiazol-3-yl)-2,2'-dimethyl-[1,1'-biphenyl]-3-yl)methoxy)benzaldehyde